N-(3-chlorophenyl)-3,9-diphenyl-9H-carbazol-4-amine ClC=1C=C(C=CC1)NC1=C(C=CC=2N(C3=CC=CC=C3C12)C1=CC=CC=C1)C1=CC=CC=C1